ethylenglycol e-methyl ether COCCO